2-chloro-3-(6,8-difluoro-1,2,3,4-tetrahydroquinolin-1-yl)-6-trifluoromethanesulfonylbenzonitrile ClC1=C(C#N)C(=CC=C1N1CCCC2=CC(=CC(=C12)F)F)S(=O)(=O)C(F)(F)F